C(C)(C)(C)C1=CC=C(C=C1)C#CC1=C(C(=O)NCC(=O)N2C(CC(C2)(F)F)C#N)C=CN=C1 3-((4-(tert-butyl)phenyl)ethynyl)-N-(2-(2-cyano-4,4-difluoropyrrolidin-1-yl)-2-oxoethyl)isonicotinamide